(R)- or (S)-1-(3-(2-(1-(difluoromethyl)-1H-pyrazol-3-yl)-6-(4-fluorophenyl)pyridin-3-yl)pyrrolidin-1-yl)prop-2-en-1-one FC(N1N=C(C=C1)C1=NC(=CC=C1[C@@H]1CN(CC1)C(C=C)=O)C1=CC=C(C=C1)F)F |o1:13|